4-(3,4-dichlorophenyl)-6-methyl-2-oxo-5-vinyl-1H-pyridine-3-carboxylic acid ClC=1C=C(C=CC1Cl)C1=C(C(NC(=C1C=C)C)=O)C(=O)O